FC1=C(C=CC=C1B1OC(C(O1)(C)C)(C)C)NC(=O)C=1N(C2=C(CN(CC2)C(=O)OC(C)(C)C)N1)C([2H])([2H])[2H] tert-butyl 2-((2-fluoro-3-(4,4,5,5-tetramethyl-1,3,2-dioxaborolan-2-yl)phenyl)carbamoyl)-1-(methyl-d3)-1,4,6,7-tetrahydro-5H-imidazo[4,5-c]pyridine-5-carboxylate